4-[3-Chloro-4-(4,4-dimethyl-1-cyclohex-1-enyl)-phenyl]-5-isopropyl-4-methyl-2-oxo-3,4-dihydro-2H-pyrimidin-1-propionic acid ethyl ester C(C)OC(CCN1C(NC(C(=C1)C(C)C)(C)C1=CC(=C(C=C1)C1=CCC(CC1)(C)C)Cl)=O)=O